2-((1r,2r)-1-(2-chlorophenyl)-1-(2-cyanophenyl)propan-2-yl)-5-hydroxy-N-(isoxazol-4-yl)-1-methyl-6-oxo-1,6-dihydropyrimidine-4-carboxamide ClC1=C(C=CC=C1)[C@H]([C@@H](C)C=1N(C(C(=C(N1)C(=O)NC=1C=NOC1)O)=O)C)C1=C(C=CC=C1)C#N